CC1(OCCC(C1)OC([C@@H](N)C)=O)C Alanine 2,2-dimethyltetrahydro-2H-pyran-4-yl ester